N-methyl-5-[[(3S)-1-[2-oxo-2-[(2S,4S)-2-cyano-4-fluoro-pyrrolidin-1-yl]ethyl]pyrrolidin-3-yl]amino]quinoline-8-carboxamide 3-citronellylsulfinyl-2-hydroxypropyl-methacrylate C(CC(C)CCC=C(C)C)S(=O)CC(COC(C(=C)C)=O)O.CNC(=O)C=1C=CC(=C2C=CC=NC12)N[C@@H]1CN(CC1)CC(N1[C@@H](C[C@@H](C1)F)C#N)=O